2-allyl-1-[6-(4-piperidyloxy)-2-pyridyl]-6-m-toluidino-1,2-dihydro-3H-1,2,5,7-tetraazainden-3-one C(C=C)N1N(C2=NC(=NC=C2C1=O)NC=1C=C(C=CC1)C)C1=NC(=CC=C1)OC1CCNCC1